1-[2-(4-cyano-3-cyclopropylphenyl)acetamido]cyclohexanecarboxylic acid C(#N)C1=C(C=C(C=C1)CC(=O)NC1(CCCCC1)C(=O)O)C1CC1